diallyl-tetrahydrocurcumin C(C=C)C(OC1CC(CC=C1O)\C=C\C(=O)CC(=O)\C=C\C1=CC=C(O)C(OC)=C1)CC=C